3-amino-7,9-difluoro-4,5-dihydro-1H-benzo[b]Azepine NC=1CCC2=C(NC1)C(=CC(=C2)F)F